(Z)-3-(5-(4-(4-(1-(4-(1-(4-hydroxyphenyl)-2-phenylbut-1-en-1-yl)phenoxy)propan-2-yl)piperazin-1-yl)butyl)-1-oxoisoindolin-2-yl)piperidine-2,6-dione OC1=CC=C(C=C1)/C(=C(\CC)/C1=CC=CC=C1)/C1=CC=C(OCC(C)N2CCN(CC2)CCCCC=2C=C3CN(C(C3=CC2)=O)C2C(NC(CC2)=O)=O)C=C1